FCCN1CC(C1)[C@H](C)NC(=O)C1=CC2=CC=CC(=C2C=C1)OC1=CC=C(C=C1)C(F)(F)F (S)-N-(1-(1-(2-fluoroethyl)azetidin-3-yl)ethyl)-5-(4-(trifluoromethyl)phenoxy)-2-naphthamide